O=C1NC=2CCCC(C2C=C1C(=O)N)=O 2,5-dioxo-1,2,5,6,7,8-hexahydroquinoline-3-carboxamide